C(C)OC(C(COC)OS(=O)(=O)C)=O ethyl-2-[(methanesulfonyl)oxy]-3-methoxypropanoate